C(C)(C)(C)OC(=O)N1C[C@H](C(CC1)=O)C.C(C)(=O)NC1=CC=C(C=C1)S(=O)Cl 4-acetamidobenzenesulfinyl chloride tert-butyl-(R)-3-methyl-4-oxopiperidine-1-carboxylate